4-[3-[2,6-dichloro-4-(1-methylpyrazol-4-yl)benzoyl]-2-oxo-1,4-dihydroquinazolin-8-yl]-5-fluoro-2-morpholine-4-yl-benzoic acid ClC1=C(C(=O)N2C(NC3=C(C=CC=C3C2)C2=CC(=C(C(=O)O)C=C2F)N2CCOCC2)=O)C(=CC(=C1)C=1C=NN(C1)C)Cl